C/C(=C/C(=O)O)/C=C/[C@@]1([C@@]2(C[C@H](C[C@]1(OC2)C)O)C)O The molecule is a cyclic ether that is phaseic acid in which the keto group has been reduced to the corresponding alcohol such that the two hydroxy groups are on the same side of the 6-membered ring. It is a cyclic ether, a tertiary alcohol, a secondary alcohol, a 6-hydroxy monocarboxylic acid and an alpha,beta-unsaturated monocarboxylic acid. It derives from a phaseic acid.